C(C)(C)C=1C(=NNC1C=1C=C(C=2N(C1)N=CN2)C)C(=O)NC2CCC(CC2)NCC2CCOCC2 4-isopropyl-5-(8-methyl-[1,2,4]triazolo[1,5-a]pyridin-6-yl)-N-((1s,4s)-4-(((tetrahydro-2H-pyran-4-yl)methyl)amino)cyclohexyl)-1H-pyrazole-3-carboxamide